C1(CCCCC1)CC[C@@H](CC(=O)O)NC(=O)C1=NN(C(=C1)C1=C(C=CC=C1OC)OC)C1CCCC1 (3S)-5-cyclohexyl-3-{[1-cyclopentyl-5-(2,6-dimethoxyphenyl)-1H-pyrazol-3-yl]formamido}pentanoic acid